methyl 2-bromo-5-{[(tert-butoxy) carbonyl] amino}-1,3-thiazole-4-carboxylate BrC=1SC(=C(N1)C(=O)OC)NC(=O)OC(C)(C)C